FC=1C=C(SC1)NS(=O)(=O)C1=CNC(=C1)C1=CC=CC=C1 N-(4-fluorothiophen-2-yl)-5-phenyl-1H-pyrrole-3-sulfonamide